[N+](=O)([O-])C=1C=C(C=CC1NCC1(CCC(CC1)(F)F)F)S(=O)(=O)NC(C1=CC=CC=C1)=O N-((3-nitro-4-(((1,4,4-trifluorocyclohexyl)methyl)amino)phenyl)sulfonyl)benzamide